3-[2-aminoethyl-amino]propyl-trimethoxysilane NCCNCCC[Si](OC)(OC)OC